N-butylbenzene-sulfonamide C(CCC)NS(=O)(=O)C1=CC=CC=C1